(E)-N-(4-(1-(6-(4-(3-((2-(2,6-dioxopiperidin-3-yl)-1-oxoisoindolin-4-yl)thio)propyl)piperazin-1-yl)pyridazine-3-carbonyl)piperidin-4-yl)butyl)-3-(pyridin-3-yl)acrylamide O=C1NC(CCC1N1C(C2=CC=CC(=C2C1)SCCCN1CCN(CC1)C1=CC=C(N=N1)C(=O)N1CCC(CC1)CCCCNC(\C=C\C=1C=NC=CC1)=O)=O)=O